FC1=NN(C2=CC(=C(C=C12)C(=O)N)OC1=CC=C(C=C1)OCCOC1CCOCC1)C 3-fluoro-1-methyl-6-[4-(2-tetrahydropyran-4-yloxyethoxy)phenoxy]indazole-5-carboxamide